3-(diethoxy(methoxy)silyl)propan-1-amine C(C)O[Si](CCCN)(OC)OCC